TRANS-2-HYDROXYMETHYL-1-CYCLOPROPANECARBOXYLIC ACID OC[C@H]1[C@@H](C1)C(=O)O